ethyl 4-(((3r,4r)-1-(2-cyanoacetyl)-4-methylpiperidin-3-yl) amino)-1H-pyrrolo[2,3-b]pyridine-5-carboxylate C(#N)CC(=O)N1C[C@@H]([C@@H](CC1)C)NC1=C2C(=NC=C1C(=O)OCC)NC=C2